C(#C)C=1C=C(C(=NC1)F)N 5-ethynyl-2-fluoro-pyridin-3-amine